FC=1C(=CC=2C3=C(N=NC2C1)N(C(N3C(C)C)=O)C)C=3C=NC(=CC3)OCCCN3CCCC3 7-fluoro-1-isopropyl-3-methyl-8-(6-(3-(pyrrolidin-1-yl)propoxy)pyridin-3-yl)-1,3-dihydro-2H-imidazo[4,5-c]cinnolin-2-one